CC1=C2C=C(N(C2=CC=C1CN1CCC2(CN(C2)C2=NC=NC3=CC=C(C=C23)CC(F)(F)F)CC1)CC(C)N1CCN(CCC1)S(=O)(=O)C)C#N 4-methyl-1-[2-(4-methylsulfonyl-1,4-diazepan-1-yl)propyl]-5-[[2-[6-(2,2,2-trifluoroethyl)quinazolin-4-yl]-2,7-diazaspiro[3.5]nonan-7-yl]methyl]indole-2-carbonitrile